O[C@@H]1[C@@H](O)[C@@H](O)[C@H](O)[C@H](O1)CO α-Mannose